CC1=C(C=C(C=C1)N1CCN(CC1)CCC(=O)O)C(N[C@H](C)C1=CC=CC2=CC=CC=C12)=O 3-[4-[4-Methyl-3-[[(1R)-1-(1-naphthyl)ethyl]carbamoyl]phenyl]piperazin-1-yl]propanoic acid